3-(1-(1-(2',4',6'-trimethyl-[1,1'-biphenyl]-4-yl)butyl)-1H-indazole-5-carboxamido)propionic acid CC1=C(C(=CC(=C1)C)C)C1=CC=C(C=C1)C(CCC)N1N=CC2=CC(=CC=C12)C(=O)NCCC(=O)O